allyl (S)-(5-(benzyloxy)-2-(2-(hydroxymethyl)-4-(4-methoxyphenyl)-1,2,3,6-tetrahydropyridine-1-carbonyl)-4-methoxyphenyl)carbamate C(C1=CC=CC=C1)OC=1C(=CC(=C(C1)NC(OCC=C)=O)C(=O)N1[C@@H](CC(=CC1)C1=CC=C(C=C1)OC)CO)OC